3-(ethylthio)butanol C(C)SC(CCO)C